[Cl-].CC1=CCCC=CCC1.[Pd+2].[Cl-] palladium methyl-1,5-cyclooctadiene chloride